C(#N)CN1N=CC(=C1)C=1C=CC2=C(C=3CN(C(C3C=C2)=O)CC(C(=O)N)=C)C1 2-({8-[1-(cyanomethyl)-1H-pyrazol-4-yl]-3-oxo-1H,2H,3H-benzo[e]isoindol-2-yl}methyl)prop-2-enamide